C(C=C)(=O)NC=1C=C2C(C(=O)NNC2=O)=CC1 4-acrylamidophthalhydrazide